C(CCCCCCCCCCCCCCCCCCCCCCCCCC)(=O)OCCCCCCCCCCCCCCCCCCCCCCCC lignoceryl heptacosanoate